(M)-6,7-dichloro-4-((2S,6S)-2,6-dimethyl-4-(2-propenoyl)-1-piperazinyl)-1-(4-methyl-2-(2-propanyl)-3-pyridinyl)pyrido[2,3-d]pyrimidin-2(1H)-one ClC1=CC2=C(N(C(N=C2N2[C@H](CN(C[C@@H]2C)C(C=C)=O)C)=O)C=2C(=NC=CC2C)C(C)C)N=C1Cl